CN(CCSC1=CC(=C(C=C1)N1CC=CC=C1N1OCC[C@@H]1C1=CC=CC=C1)OC)C (R)-N-(4-((2-(dimethylamino)ethyl)thio)-2-methoxyphenyl)-6-(3-phenylisoxazolidin-2-yl)pyridine